N-{(2S,3R,4S)-4-fluoro-1-(oxetane-2-carbonyl)-2-[(2,2',5'-trifluoro[1,1'-biphenyl]-3-yl)methyl]pyrrolidin-3-yl}methanesulfonamide F[C@@H]1[C@@H]([C@@H](N(C1)C(=O)C1OCC1)CC=1C(=C(C=CC1)C1=C(C=CC(=C1)F)F)F)NS(=O)(=O)C